N1NC(C=2C1=C1C(=NC2)NC=C1)=O 1,6-dihydropyrazolo[3,4-d]Pyrrolo[2,3-b]Pyridin-3(2H)-one